BrC=1C=CC2=C(C(=N[C@H](C=3N2C(=CN3)C)CCC(=O)OC)C3=NC=CC=C3)C1 methyl 3-{(4S)-8-bromo-1-methyl-6-(pyridin-2-yl)-4H-imidazo[1,2-a][1,4]benzodiazepin-4-yl}propanoate